NC1=C2N=CN(C2=NC=N1)[C@@H]1O[C@@H]([C@@H]2[C@H]1OC(O2)(C)C)CN2C(C1=CC=CC=C1C2=O)=O 2-(((3aR,4R,6R,6aR)-6-(6-amino-9H-purin-9-yl)-2,2-dimethyltetrahydrofuro[3,4-d][1,3]dioxol-4-yl)methyl)isoindoline-1,3-dione